6-bromo-4-chloro-7-methyl-1H-indazole BrC1=CC(=C2C=NNC2=C1C)Cl